FC1(CC(C1)CC(C(=O)N1CC([C@@H]([C@@]12CC(CC2)(F)F)O)(F)F)=O)F 3-(3,3-difluorocyclobutyl)-1-((4r,5r)-3,3,7,7-tetrafluoro-4-hydroxy-1-azaspiro[4.4]nonan-1-yl)propane-1,2-dione